7-chloro-6-fluoro-1-(2-isopropyl-4-methyl-3-pyridyl)-4-[(2S)-2-methylpiperazin-1-yl]pyrido[2,3-d]pyrimidin-2-one ClC=1C(=CC2=C(N(C(N=C2N2[C@H](CNCC2)C)=O)C=2C(=NC=CC2C)C(C)C)N1)F